(S)-7-(tert-butyl)-N-((R)-1-(5-fluoro-6-(pyridazin-4-yl)pyridin-3-yl)-3-(4-hydroxypiperidin-1-yl)propyl)-5,6,7,8-tetrahydrothiazolo[5,4-b]quinoline-2-carboxamide C(C)(C)(C)[C@@H]1CC=2C=C3C(=NC2CC1)SC(=N3)C(=O)N[C@H](CCN3CCC(CC3)O)C=3C=NC(=C(C3)F)C3=CN=NC=C3